4-(4-Chlorophenyl)-3-[3-(4-chlorophenyl)-2-(3-thiazol-2-ylpropanoyl)-3,4-dihydropyrazol-5-yl]-1H-quinolin-2-one ClC1=CC=C(C=C1)C1=C(C(NC2=CC=CC=C12)=O)C=1CC(N(N1)C(CCC=1SC=CN1)=O)C1=CC=C(C=C1)Cl